The molecule is a glycosylgalactose derivative consisting of D-galactose having a beta-D-N-acetylgalactosaminyl residue attached at the 3-position. It is an amino disaccharide and a glycosylgalactose derivative. CC(=O)N[C@@H]1[C@H]([C@H]([C@H](O[C@H]1O[C@H]2[C@H]([C@H](OC([C@@H]2O)O)CO)O)CO)O)O